5-formyl-2-(methylsulfonamido)benzoic acid C(=O)C=1C=CC(=C(C(=O)O)C1)NS(=O)(=O)C